C(C1=CC=CC=C1)(C1=CC=CC=C1)C1CCN(CC1)C(=O)N1CC[C@@H]2CCC(N[C@@H]2C1)=O |r| rac-(4aS,8aS)-7-(4-benzhydrylpiperidine-1-carbonyl)-1,3,4,4a,5,6,8,8a-octahydro-1,7-naphthyridin-2-one